[3-(2-bromopropoxy)pyrazol-1-yl]ethanone BrC(COC1=NN(C=C1)C(C)=O)C